fluoroethanol lithium borate B([O-])([O-])[O-].[Li+].FC(C)O.[Li+].[Li+]